ClC=1C=C(C=C2C(=C(C=NC12)C#N)NCC(C)(C)C)[N+](=O)[O-] 8-chloro-4-(neopentyl-amino)-6-nitroQuinoline-3-carbonitrile